(R)-6-(4-(dimethylamino)-5,6-difluoro-8-(methylamino)-9H-pyrido[2,3-b]indol-3-yl)-4-oxo-1-(pyrrolidin-3-yl)-1,4-dihydro-1,8-naphthyridine-3-carboxylic acid CN(C1=C(C=NC=2NC3=C(C=C(C(=C3C21)F)F)NC)C=2C=C1C(C(=CN(C1=NC2)[C@H]2CNCC2)C(=O)O)=O)C